C(CC)C(C[O-])CCCCC 2-propyl-heptanolate